5,7-di-tert-butylbenzofuran-2-one C(C)(C)(C)C=1C=C(C2=C(CC(O2)=O)C1)C(C)(C)C